C12(CC(C1)C2)C=2C=CC(=NC2)C=2C=C(C=CC2)C2=NN=C1N2C2=CC(=CC=C2C(=N1)NC)Cl (3-(5-(bicyclo[1.1.1]pent-1-yl)pyridin-2-yl)phenyl)-8-chloro-N-methyl-[1,2,4]triazolo[4,3-a]quinazolin-5-amine